S(N)(=O)(=O)C1=CC=C(C=C1)NC1=NC=C2C=CN=C(C2=C1)C#CC=1C(=NC=CC1)NC([O-])=O (3-((7-((4-sulfamoylphenyl)amino)-2,6-naphthyridin-1-yl)ethynyl)pyridin-2-yl)carbamate